(1R,4R)-4-((6-((5-(5-phenyl-1,3,4-oxadiazol-2-yl)thiazol-2-yl)amino)-4-(piperazine-1-yl)pyridin-2-yl)amino)cyclohexan-1-ol C1(=CC=CC=C1)C1=NN=C(O1)C1=CN=C(S1)NC1=CC(=CC(=N1)NC1CCC(CC1)O)N1CCNCC1